(E)-3-(5-((4-(2-(4-chloro-2-fluorophenyl)-2-methylbenzo[d][1,3]dioxol-4-yl)piperidin-1-yl)methyl)-4-((1-ethyl-1H-imidazol-5-yl)methyl)-4H-1,2,4-triazol-3-yl)propionic acid ClC1=CC(=C(C=C1)C1(OC2=C(O1)C=CC=C2C2CCN(CC2)CC=2N(C(=NN2)CCC(=O)O)CC2=CN=CN2CC)C)F